N-(4-(3-fluoro-4-methoxystyryl)thiazol-2-yl)-1-(pyridin-4-ylmethyl)-1H-pyrrole-2-carboxamide FC=1C=C(C=CC=2N=C(SC2)NC(=O)C=2N(C=CC2)CC2=CC=NC=C2)C=CC1OC